O1CC(C1)C1=NNC(=N1)C1CC2(CN(C2)C(=O)N2CC3(C2)CC(C3)CC=3C=NC(=CC3)OC(F)(F)F)C1 [6-[3-(oxetan-3-yl)-1H-1,2,4-triazol-5-yl]-2-azaspiro[3.3]heptan-2-yl]-[6-[[6-(trifluoromethoxy)-3-pyridyl]methyl]-2-azaspiro[3.3]heptan-2-yl]methanone